Cl.OC1=CC=C(CN2CCC(CC2)CN2N=CC=C(C2=O)C2=CC=CC=C2)C=C1 2-((1-(4-hydroxybenzyl)piperidin-4-yl)methyl)-4-phenylpyridazin-3(2H)-one hydrochloride